1-[4-(4'-Methoxy-biphenyl-2-sulfonyl)-phenyl]-3-(1H-pyrazol-4-ylmethyl)-urea COC1=CC=C(C=C1)C=1C(=CC=CC1)S(=O)(=O)C1=CC=C(C=C1)NC(=O)NCC=1C=NNC1